(3S)-3-[(8-carbamoyl-6-{3,5-difluoro-4-[(1-hydroxycyclobutyl)methoxy]phenyl}pyrido[3,2-d]pyrimidin-4-yl)amino]piperidine-1-carboxylic acid tert-butyl ester C(C)(C)(C)OC(=O)N1C[C@H](CCC1)NC=1C2=C(N=CN1)C(=CC(=N2)C2=CC(=C(C(=C2)F)OCC2(CCC2)O)F)C(N)=O